1-[9-(4-chlorophenyl)-8-(5-cyano-2-pyridyl)-2-[2-hydroxyethyl(methyl)amino]purin-6-yl]-4-methyl-piperidine-4-carboxamide ClC1=CC=C(C=C1)N1C2=NC(=NC(=C2N=C1C1=NC=C(C=C1)C#N)N1CCC(CC1)(C(=O)N)C)N(C)CCO